6-(7-Chloro-8-fluoro-2-(((2S,4R)-4-methoxy-1-methylpyrrolidin-2-yl)methoxy)pyrido[4,3-d]pyrimidin-4-yl)-6-azaspiro[3.5]nonan-2-ol ClC1=C(C=2N=C(N=C(C2C=N1)N1CC2(CC(C2)O)CCC1)OC[C@H]1N(C[C@@H](C1)OC)C)F